(3R,6S)-3,6-bis((4-(nonanoyloxy)-3-((nonanoyloxy)methyl)butanoyl)oxy)-2,3,6,7-tetrahydro-1H-azepin-1-ium trifluoroacetate FC(C(=O)[O-])(F)F.C(CCCCCCCC)(=O)OCC(CC(=O)O[C@H]1C[NH2+]C[C@H](C=C1)OC(CC(COC(CCCCCCCC)=O)COC(CCCCCCCC)=O)=O)COC(CCCCCCCC)=O